ClC=1C(=C(C2=C(C(N3[C@@H](CO2)CNCC3)=O)C1)Cl)C1=C(C=CC=C1O)F (12AR)-8,10-dichloro-9-(2-fluoro-6-hydroxyphenyl)-1,2,3,4,12,12a-hexahydro-6H-pyrazino[2,1-c][1,4]benzoxazepin-6-one